2-amino-3-methyl-N-((2R,3R)-3-(1H-pyrazol-1-yl)-2-butanyl)-N-((5-(trifluoromethyl)-2-pyridinyl)methyl)-6-quinolinecarboxamide NC1=NC2=CC=C(C=C2C=C1C)C(=O)N(CC1=NC=C(C=C1)C(F)(F)F)[C@H](C)[C@@H](C)N1N=CC=C1